2-Ethyl-5-((7-ethyl-6-azaspiro[3.4]octan-6-yl)sulfonyl)benzo[d]oxazole C(C)C=1OC2=C(N1)C=C(C=C2)S(=O)(=O)N2CC1(CCC1)CC2CC